C(C)OC(=O)[C@H]1C2CCC([C@@H]1N)CC2 ethyl-(2s,3s)-3-aminobicyclo[2.2.2]octane-2-formate